BrC1=C(C=CC(=C1)OCC(OCC)OCC)F 2-bromo-4-(2,2-diethoxyethoxy)-1-fluoro-benzene